ClC=1C=C(C=C(C1)NS(=O)(=O)C)NC(=O)C1=CN(C(=C1)C1=NC=CC(=C1)N1CC(C1)(F)F)C N-(3-chloro-5-(methylsulfonamido)phenyl)-5-(4-(3,3-difluoroazetidin-1-yl)pyridin-2-yl)-1-methyl-1H-pyrrole-3-carboxamide